CC1(OC2=CC=CC(=C2C(C1)NC(=O)[C@H]1[C@@H](C1)[C@H](CCOC)N1C(NC(CC1=O)(C)C)=[NH2+])OC(F)(F)F)C [1-[(1S)-1-[(1R,2R)-2-[[2,2-dimethyl-5-(trifluoromethoxy)chroman-4-yl]carbamoyl]cyclopropyl]-3-methoxy-propyl]-4,4-dimethyl-6-oxo-hexahydropyrimidin-2-ylidene]ammonium